1,6-bis(4-hydroxyphenyl)-1,6-Hexandione OC1=CC=C(C=C1)C(CCCCC(=O)C1=CC=C(C=C1)O)=O